ClC1=C(C=C(C(=C1)F)C(=O)NCC1=C(C=C(C=C1)F)COCCOC)C(=O)NC1=C(C=C(C=C1)C(F)(F)F)C 4-chloro-6-fluoro-N1-({4-fluoro-2-[(2-methoxyethoxy)methyl]phenyl}methyl)-N3-[2-methyl-4-(trifluoromethyl)phenyl]benzene-1,3-dicarboxamide